(1S,3R)-3-((5-amino-3-ethyl-8-(1-(piperidin-4-yl)-1H-pyrrol-3-yl)pyrido[3,4-b]pyrazin-2-yl)amino)cyclopentan-1-ol NC1=NC=C(C=2C1=NC(=C(N2)N[C@H]2C[C@H](CC2)O)CC)C2=CN(C=C2)C2CCNCC2